2,3-bis-benzo[1,3]dioxol-5-ylmethyl-succinic acid O1COC2=C1C=CC(=C2)CC(C(=O)O)C(C(=O)O)CC2=CC1=C(OCO1)C=C2